methyl 8-(4-phenoxyphenyl)-7,8-dihydro-6H-pyrimido[5,4-b][1,4]oxazine-2-carboxylate O(C1=CC=CC=C1)C1=CC=C(C=C1)N1C2=C(OCC1)C=NC(=N2)C(=O)OC